4-bromo-3-(3-chloropropyl)pyrazolo[1,5-a]pyridine BrC=1C=2N(C=CC1)N=CC2CCCCl